FC1=NC=CC(=N1)C(=O)NC1=C(C=C(C=C1)N1CCN(CC1)C)N1CCCCC1 2-Fluoro-N-(4-(4-methylpiperazin-1-yl)-2-(piperidin-1-yl)phenyl)pyrimidine-4-carboxamide